(R)-N'-((2,3-bis(trifluoromethyl)-6,7-dihydro-5H-cyclopenta[b]pyridin-4-yl)carbamoyl)-1-ethyl-4-fluoro-1H-pyrazole-3-sulfonimidamide FC(C1=C(C(=C2C(=N1)CCC2)NC(=O)N=[S@](=O)(N)C2=NN(C=C2F)CC)C(F)(F)F)(F)F